FC1=C(C=C(C=C1)NC(=O)C1=C(N=C(O1)C)C)N1N=C2N=CC(=CC2=C1)N1CC(C1)C(F)(F)F N-(4-fluoro-3-{5-[3-(trifluoromethyl)azetidin-1-yl]-2H-pyrazolo[3,4-b]pyridin-2-yl}phenyl)-2,4-dimethyl-1,3-oxazole-5-carboxamide